2-methyl-6-[2-(piperidin-4-yl)-1,3-benzothiazol-6-yl]imidazo[1,2-a]pyrimidine CC=1N=C2N(C=C(C=N2)C2=CC3=C(N=C(S3)C3CCNCC3)C=C2)C1